C(=O)(O)CC1(CCN(CC1)C(=O)N1CCCC2=CC=CC=C12)C(=O)O 4-(carboxymethyl)-1-(3,4-dihydro-2H-quinoline-1-carbonyl)piperidine-4-carboxylic acid